3-(p-bromophenylsulfonyl)butyric acid BrC1=CC=C(C=C1)S(=O)(=O)C(CC(=O)O)C